N-[3-[(4-chlorophenyl)sulfonyl]-3-(2,5-difluorophenyl)cyclobutyl]-1,1,1-trifluoro-N-methylmethanesulfonamide butyl-(R)-3-aminoazepane-1-carboxylate C(CCC)OC(=O)N1C[C@@H](CCCC1)N.ClC1=CC=C(C=C1)S(=O)(=O)C1(CC(C1)N(S(=O)(=O)C(F)(F)F)C)C1=C(C=CC(=C1)F)F